C1(CC1)[C@@H]1NC2=C(C(N(C=3C=C(C(=CC23)NC2=NC(=NC=C2Cl)Cl)F)C2CC2)=O)OCC1(F)F (2S)-2,7-dicyclopropyl-10-[(2,5-dichloropyrimidin-4-yl)amino]-3,3,9-trifluoro-2,4-dihydro-1H-[1,4]oxazepino[2,3-c]quinolin-6-one